sodium laurylsulfonate C(CCCCCCCCCCC)S(=O)(=O)[O-].[Na+]